ClC=1C(=C(C=C(C1F)C(C)(C)C)N(C(=O)[C@H]1NC(N(C1)C(=O)O)=O)C)F.N1(CCCC1)C(CCCCCCCCCC)=O 1-(pyrrolidine-1-yl)undecan-1-one (S)-4-((3-chloro-tert-butyl-2,4-difluorophenyl)(methyl)carbamoyl)-2-oxoimidazolidine-1-carboxylate